CCCCC\C=C/C\C=C/CCCCCCCCC(CCCCCCCC\C=C/C\C=C/CCCCC)OC(CCCN(C)C)=O (6Z,9Z,28Z,31Z)-heptatriaconta-6,9,28,31-tetraen-19-yl-4-(dimethylamino)-butanoate